copper ethylenediamine bishydroxide [OH-].[OH-].C(CN)N.[Cu+2]